C[NH2]=O N-methyl-amine N-oxide